C[C@@H]1CN(CC[C@@H]1N1N=CC(=C1)[N+](=O)[O-])C(=O)OC(C)(C)C Tert-butyl (3R,4S)-3-methyl-4-(4-nitro-1H-pyrazol-1-yl)piperidine-1-carboxylate